trans-N-[8-amino-6-(1,4-dimethyl-2-oxo-3-pyridyl)-3-isoquinolinyl]-2-fluoro-cyclopropanecarboxamide NC=1C=C(C=C2C=C(N=CC12)NC(=O)[C@H]1[C@@H](C1)F)C=1C(N(C=CC1C)C)=O